FC1=CC=C(C=C1)C1=CC(=C(C=N1)C1C[C@H](N(C1)C(C=C)=O)C)C1=NN(C=C1)C |o1:15| (R)- or (S)-1-(4-(6-(4-fluorophenyl)-4-(1-methyl-1H-pyrazol-3-yl)pyridin-3-yl)-2-methylpyrrolidin-1-yl)prop-2-en-1-one